NC(C(=O)O)CC1=C(C=CC=C1)Cl 2-amino-3-(2-chlorophenyl)propionic acid